BrCC1=CC=C(C=C1)S(=O)(=O)N(CC1=CC=C(C=C1)OC)CC1=CC=C(C=C1)OC 4-(bromomethyl)-N,N-bis[(4-methoxyphenyl)methyl]-benzenesulfonamide